BrC1=CC(=C(C=C1)NC(OC(C)(C)C)=O)NC(OC(C)(C)C)=O di-tert-butyl (4-bromo-1,2-phenylene)dicarbamate